7-hydroxy-4-isobutyl-5-oxo-4,5-dihydropyrazolo[1,5-a]pyrimidine-6-carboxamide OC1=C(C(N(C=2N1N=CC2)CC(C)C)=O)C(=O)N